COC(C1=CC(=C(C=C1)OC)CCl)=O 3-(chloromethyl)-4-methoxybenzoic acid methyl ester